FC1=C(C=CC=C1)N1N=NC(=C1)C(CC)N1C=C(C2=C1N=CN=C2N)C2=NC=CN=C2OC 7-{1-[1-(2-Fluorophenyl)-1H-1,2,3-triazol-4-yl]propyl}-5-(3-methoxypyrazin-2-yl)-7H-pyrrolo[2,3-d]pyrimidin-4-amine